CC1=CC=C(C=C1)S(=O)(=O)[C@@H]1COCC1 (S)-(+)-3-p-toluenesulfonyl-tetrahydrofuran